6-(3,5-dimethylisoxazol-4-yl)-1-methyl-4-((tetrahydro-2H-pyran-4-yl)(o-tolyl)methyl)-1,4-dihydropyrazolo[3',4':4,5]Pyrrolo[3,2-b]Pyridine-3-carboxylic acid methyl ester COC(=O)C1=NN(C2=C1N(C=1C2=NC=C(C1)C=1C(=NOC1C)C)C(C1=C(C=CC=C1)C)C1CCOCC1)C